(E)-3-(4-hydroxy-3,5-dimethylphenyl)-1-(3-methyl-6-(isopropylthio)benzofuran-2-yl)prop-2-en-1-one OC1=C(C=C(C=C1C)/C=C/C(=O)C=1OC2=C(C1C)C=CC(=C2)SC(C)C)C